C(C)OC(=O)C=1N(C=CN1)CCCN (3-aminopropyl)-1H-imidazole-2-carboxylic acid ethyl ester